N1C=C(C=CC1)C1=C(NC(C=N1)=O)C(=O)N 1,6-dihydropyridin-3-yl-6-oxo-2-pyrazinecarboxamide